ClC=1C=C2C=NC(=NC2=CC1[C@@H]1[C@H](CN(CC1)[C@H]1COCC1)F)NC1=C(C(=NS1)C)Cl (3R,4R)-(R)-6-chloro-N-(4-chloro-3-methyl-1,2-thiazol-5-yl)-7-[3-fluoro-1-(oxolan-3-yl)piperidin-4-yl]quinazolin-2-amine